[W].[Si].[B].C(C)NC1=CC=CC=C1 N-Ethyl-Aniline boron-silicon-tungsten